CN(CCOC1=CC(=CC=C1)B1OC(C(O1)(C)C)(C)C)C N,N-dimethyl-2-[3-(4,4,5,5-tetramethyl-1,3,2-dioxaborolan-2-yl)phenoxy]ethanamine